C(C)C1(CCN(CC1)C1=NC=CN=C1)NC(C(=O)C1=C(C(=C(N1C)C)C(=O)NC1=CC(=C(C=C1)F)C)C)=O 5-(2-((4-ethyl-1-(pyrazin-2-yl)piperidin-4-yl)amino)-2-oxoacetyl)-N-(4-fluoro-3-methylphenyl)-1,2,4-trimethyl-1H-pyrrole-3-carboxamide